2-(4-((4-(4-chlorobenzyl)piperazin-1-yl)methyl)-2,6-dimethylphenoxy)-2-methylpropanoic acid ClC1=CC=C(CN2CCN(CC2)CC2=CC(=C(OC(C(=O)O)(C)C)C(=C2)C)C)C=C1